CC(N)CC1=CNC2=CC=CC=C12 alpha-methyltryptamine